N-(5-(5-(3,7-diazabicyclo[3.3.1]nonan-3-yl)benzo[d]oxazol-2-yl)-8-(methylamino)-2,7-naphthyridin-3-yl)cyclopropanecarboxamide hydrochloride Cl.C12CN(CC(CNC1)C2)C=2C=CC1=C(N=C(O1)C1=C3C=C(N=CC3=C(N=C1)NC)NC(=O)C1CC1)C2